FC1=C(C=CC(=C1)OC1=CC(=C(C(=C1)F)F)F)NC(OCC=1C(=C2C(N(CC2=CC1)C1C(NC(CC1)=O)=O)=O)OCC(C)(C)O)=O [2-(2,6-dioxopiperidin-3-yl)-4-(2-hydroxy-2-methylpropoxy)-3-oxo-2,3-dihydro-1H-isoindol-5-yl]methyl N-[2-fluoro-4-(3,4,5-trifluorophenoxy)phenyl]carbamate